C(C(C)C)C1=CC=C(C=C1)C(=O)C1=C(C(=C(C=C1Cl)O)O)O (4-isobutylphenyl)(6-chloro-2,3,4-trihydroxyphenyl)methanone